3,3-dimethyl-2,3-dihydro-1-benzofuran-5-carboxylic acid CC1(COC2=C1C=C(C=C2)C(=O)O)C